3-bromo-1-{[2-(trimethylsilyl)ethoxy]Methyl}-1H-pyrazole-5-carboxylic acid methyl ester COC(=O)C1=CC(=NN1COCC[Si](C)(C)C)Br